C(C)(C)(C)C=1C=C(C=C(C1)C(C)(C)C)C1=C(C=CC=C1)N1P(N([C@H]([C@@H]1C1=CC=CC=C1)C1=CC=CC=C1)C1=C(C=C(C=C1C)C)C)=O (4S,5S)-1-(3',5'-di-tert-Butyl-[1,1'-biphenyl]-2-yl)-3-mesityl-4,5-diphenyl-1,3,2-diazaphosphorolidine 2-oxide